NC1=C(C=C(C=C1)C=C1C(C(CCC1)=CC1=CC(=C(C=C1)N)OC)=O)OC 2,6-bis[(4-amino-3-methoxyphenyl)methylidene]cyclohexanone